C1(=CC=CC=C1)S(=O)(=O)N1CCNCC1 1-(phenyl-sulfonyl)piperazine